D-mannopyranose azide [N-]=[N+]=[N-].OC1[C@@H](O)[C@@H](O)[C@H](O)[C@H](O1)CO